C1(=CC=CC=C1)C1=CC2=C(N=C3N(C2=S)CCC3)O1 2-phenyl-7,8-dihydrofuro[2,3-D]pyrrolo[1,2-a]pyrimidin-4(6H)-thione